C(C1=CC=CC=C1)NC1=NC(=NC2=CC(=CC=C12)C1O[C@@H]([C@H]([C@@H]1F)OCC1=CC=CC=C1)COCC1=CC=CC=C1)Cl N-benzyl-7-((3R,4R,5R)-4-(benzyloxy)-5-((benzyloxy)methyl)-3-fluorotetrahydrofuran-2-yl)-2-chloroquinazolin-4-amine